4-(quinolin-3-yl)benzamide N1=CC(=CC2=CC=CC=C12)C1=CC=C(C(=O)N)C=C1